(S)-3-Amino-N-(1-(4-((4-aminopiperidin-1-yl)methyl)phenyl)-2-oxo-1,2-dihydropyrimidin-4-yl)pyrrolidine-1-carboxamide hydrochloride salt Cl.N[C@@H]1CN(CC1)C(=O)NC1=NC(N(C=C1)C1=CC=C(C=C1)CN1CCC(CC1)N)=O